1-(3-(4-amino-7-methyl-5-(6-(2,2,2-trifluoroethoxy)pyridin-3-yl)-7H-pyrrolo[2,3-d]pyrimidin-6-yl)pyrrolidin-1-yl)prop-2-en-1-one NC=1C2=C(N=CN1)N(C(=C2C=2C=NC(=CC2)OCC(F)(F)F)C2CN(CC2)C(C=C)=O)C